N1(CCC2=NC=CC=C21)C(=O)N2C[C@H](CC2)N(CCC2=CC=CC=C2)C (S)-(2,3-dihydro-1H-pyrrolo[3,2-b]pyridin-1-yl)(3-(methyl(phenethyl)amino)pyrrolidin-1-yl)methanone